O=C1NC(C2=CC(=CC=C12)OC1=CC=C(C=C1)NC(C1=CC(=CC=C1)[N+](=O)[O-])=O)=O N-(4-((1,3-dioxoisoindolin-5-yl)oxy)phenyl)-3-nitrobenzamide